C1(CC1)C=1C(=NC(=NC1)NC1=C(C=C(C=C1)N1CCN(CC1)C)OC)OC1=C2C(N(C3(C2=CC=C1)CC3)C)=O 4'-((5-cyclopropyl-2-((2-methoxy-4-(4-methylpiperazin-1-yl)phenyl)amino)pyrimidin-4-yl)oxy)-2'-methylspiro[cyclopropane-1,1'-isoindolin]-3'-one